OC1=C(C(=O)N2CC=3C=CC(=NC3CC2)OC)C=C(C(=C1)OC)C(C)C 6-(2-hydroxy-5-isopropyl-4-methoxybenzoyl)-2-methoxy-5,6,7,8-tetrahydro-1,6-naphthyridin